3-(3-(cyclopropylmethyl)-7-((1-methylpiperidin-4-yl)amino)thieno[3,2-b]pyridin-2-yl)prop-2-yn C1(CC1)CC1=C(SC=2C1=NC=CC2NC2CCN(CC2)C)C#CC